(1-(3-amino-6-(2-hydroxyphenyl)pyridazin-4-yl)-4-phenylpiperidin-4-yl)(2,6-diazaspiro[3.3]heptan-2-yl)methanone NC=1N=NC(=CC1N1CCC(CC1)(C1=CC=CC=C1)C(=O)N1CC2(C1)CNC2)C2=C(C=CC=C2)O